1-(2-(3,9-diazabicyclo[3.3.1]nonan-9-yl)-6,7-dihydrothiazolo[5,4-c]pyridin-5(4H)-yl)-2-cyclopentylethan-1-one C12CNCC(CCC1)N2C=2SC=1CN(CCC1N2)C(CC2CCCC2)=O